(Dimethylamino)acetaldehyde sulfite S(=O)(O)O.CN(C)CC=O